Cl.Cl.Cl.NCCN1CCN(CC1)CCNC(OC(C)(C)C)=O tert-butyl N-{2-[4-(2-aminoethyl) piperazin-1-yl]ethyl}carbamate trihydrochloride